CC(C#C)NC(=O)[C@H]1CN(CC[C@@H]1NC(=O)C1=NOC(=C1)C1=C(C=C(C=C1)F)F)CC1CC1 (3S,4S)-1-cyclopropylmethyl-4-{[5-(2,4-difluoro-phenyl)-isoxazole-3-carbonyl]-amino}-piperidine-3-carboxylic acid (1-methyl-prop-2-ynyl)-amide